(R)-6-morpholino-N-(1-(6-((trimethylsilyl)ethynyl)pyrimidin-4-yl)piperidin-3-yl)pyrimidin-4-amine O1CCN(CC1)C1=CC(=NC=N1)N[C@H]1CN(CCC1)C1=NC=NC(=C1)C#C[Si](C)(C)C